6-((R)-1-(2-(5-amino-2H-tetrazol-2-yl)acetamido)ethyl)-3-((3S,5S)-5-(dimethylcarbamoyl)pyrrolidin-3-ylthio)-4-methyl-7-oxo-1-azabicyclo[3.2.0]hept-2-ene-2-carboxylic acid NC=1N=NN(N1)CC(=O)N[C@H](C)C1C2C(C(=C(N2C1=O)C(=O)O)S[C@@H]1CN[C@@H](C1)C(N(C)C)=O)C